propane-1,3-diylbis(4,4-bis(octyloxy)butanoate) C(CCC(C(=O)[O-])CC(OCCCCCCCC)OCCCCCCCC)C(C(=O)[O-])CC(OCCCCCCCC)OCCCCCCCC